COC(=O)C1=CN=NN1C.BrC1=CC2=C(C(N(N=C2C(C)C)CC(=O)N[C@H]2CN(CCC2)C2CCC2)=O)S1 2-(2-bromo-4-isopropyl-7-oxo-thieno[2,3-d]pyridazin-6-yl)-N-[(3R)-1-cyclobutyl-3-piperidinyl]acetamide methyl-1-methyl-1,2,3-triazol-5-carboxylate